bromo-2-(bromomethyl)-4-iodobenzene BrC1=C(C=C(C=C1)I)CBr